5-cyano-2-(methylsulfonyl)benzoyl chloride C(#N)C=1C=CC(=C(C(=O)Cl)C1)S(=O)(=O)C